tert-butyl 4-(4-(3-(4-methyl-3-oxopiperazin-1-yl)benzyloxy)phenyl)-1H-imidazole-1-carboxylate CN1C(CN(CC1)C=1C=C(COC2=CC=C(C=C2)C=2N=CN(C2)C(=O)OC(C)(C)C)C=CC1)=O